BrC1=CC=C(C(=C1N)OC1=C(C=CC=C1)C(F)F)Cl 6-bromo-3-chloro-2-(2-(difluoromethyl)phenoxy)aniline